FC1=C(C=C2C=CNC2=C1)C1CCN(CC1)C(=O)OC(C)(C)C tert-butyl 4-(6-fluoro-1H-indol-5-yl)piperidine-1-carboxylate